COC=1C=C(C=CC1)C(C)N=C=O 1-(3-methoxyphenyl)ethyl isocyanate